N[C@@H]1CN(CC[C@H]1F)C1=NC2=C(N1CC(=O)N1[C@H](COCC1)C1CC1)C=C(C=C2)F 2-(2-((3R,4R)-3-amino-4-fluoropiperidin-1-yl)-6-fluoro-1H-benzo[d]imidazol-1-yl)-1-((S)-3-cyclopropylmorpholino)ethan-1-one